FC(S(=O)(=O)OCC(CCCOC1CC(C1)OC1=NC=C(C=C1)Br)(F)F)(F)F [5-[3-[(5-bromo-2-pyridinyl) oxy] cyclobutoxy]-2,2-difluoro-pentyl] trifluoromethanesulfonate